FC1([C@H](C1)C1=CNC=2N=CN=C(C21)N[C@@H]2CC[C@@H](N(C2)C(\C=C\C)=O)C)F (E)-1-((2S,5R)-5-((5-((R)-2,2-difluorocyclopropyl)-7H-pyrrolo[2,3-d]pyrimidin-4-yl)amino)-2-methylpiperidin-1-yl)but-2-en-1-one